FC=1C=C(CN([C@@H](C(C)C)C(=O)O)C(=O)C=2C=CC3=C(B(OC3)O)C2C)C=C(C1F)F.IC1=CC=C(N=N1)NC(CC1=NC(=CC=C1)OC)=O N-(6-iodopyridazin-3-yl)-2-(6-methoxypyridin-2-yl)acetamide 3,4,5-trifluorobenzyl-(1-hydroxy-7-methyl-1,3-dihydrobenzo[c][1,2]oxaborole-6-carbonyl)-L-valinate